tert-butyl N-[2-[2-[[4-[[3-(2,3-difluoro-4-prop-2-ynoxy-phenyl)imidazo[1,2-a]pyrazin-8-yl]amino]-2-ethyl-benzoyl]amino]ethoxy]ethyl]carbamate FC1=C(C=CC(=C1F)OCC#C)C1=CN=C2N1C=CN=C2NC2=CC(=C(C(=O)NCCOCCNC(OC(C)(C)C)=O)C=C2)CC